FC(C1=CC(=NC=C1C1=NC(=NC(=N1)N1C(COCC1)(C)C)N1[C@@H](COC[C@@H]1C)C)N)F 4-(difluoromethyl)-5-[4-(3,3-dimethylmorpholin-4-yl)-6-[(3R,5S)-3,5-dimethylmorpholin-4-yl]-1,3,5-triazin-2-yl]pyridin-2-amine